(S)-2-fluoro-4-(2-(4-fluorobenzamido)-3-phenylpropanamido)benzene-1-sulfonyl chloride FC1=C(C=CC(=C1)NC([C@H](CC1=CC=CC=C1)NC(C1=CC=C(C=C1)F)=O)=O)S(=O)(=O)Cl